CS(=O)(=O)[O-].C[NH+]1C(CCCC1)CCCC 1-methyl-2-butylpiperidinium methanesulfonate